[Si](C1=CC=CC=C1)(C1=CC=CC=C1)(C(C)(C)C)O[C@@H](COC1=CC(=C2C(=N1)SC(=N2)N)C)C (R)-5-(2-((tert-butyldiphenylsilyl)oxy)propoxy)-7-methylthiazolo[5,4-b]pyridin-2-amine